cis-4-cyclohexene-1,2-dicarboxylate [C@@H]1([C@H](CC=CC1)C(=O)[O-])C(=O)[O-]